FC1=CC=C(C=C1)CC(=O)NC1=CC=C(C=C1)COC(=O)N([C@@H](C(=O)OCC#N)CC)C cyanomethyl (2R)-2-[[4-[[2-(4-fluorophenyl)acetyl]amino]phenyl]methoxycarbonyl-methylamino]butanoate